1-((3-amino-1H-pyrazol-1-yl)methyl)cyclopropanol NC1=NN(C=C1)CC1(CC1)O